1-(cyclobutanecarbonyl)-N-((7-(5-(difluoromethyl)-1,3,4-oxadiazol-2-yl)imidazo[1,2-a]pyridine-2-yl)methyl)-N-(3-fluorophenyl)azetidine-3-carboxamide C1(CCC1)C(=O)N1CC(C1)C(=O)N(C1=CC(=CC=C1)F)CC=1N=C2N(C=CC(=C2)C=2OC(=NN2)C(F)F)C1